1-((6-((2S,5R)-4-(bis(4-chlorophenyl)methyl)-2,5-dimethylpiperazin-1-yl)-2-chloro-9H-purin-9-yl)methyl)cyclopentan-1-ol ClC1=CC=C(C=C1)C(N1C[C@@H](N(C[C@H]1C)C1=C2N=CN(C2=NC(=N1)Cl)CC1(CCCC1)O)C)C1=CC=C(C=C1)Cl